COC=1N=C2C(=CC=NC2=CC1OC)OC1=C(C=C(C=C1)NC(=O)C1=NC(=C(N=C1)C)C1=CC=C(C=C1)F)F N-[4-[(6,7-dimethoxy-1,5-naphthyridin-4-yl)oxy]-3-fluorophenyl]-6-(4-fluorophenyl)-5-methylpyrazine-2-carboxamide